CN1C(=NC(=C1C(=O)O)C(=O)O)C 1,2-dimethyl-1H-imidazole-4,5-dicarboxylic acid